COCCOCCC(=O)C1C(C2=CC=C(C=C2C1=O)C(=O)C=1C=C2C(C(C(C2=CC1)=O)C(CCOCCOC)=O)=O)=O 2-[3-(2-methoxyethoxy)propanoyl]-5-{2-[3-(2-methoxyethoxy)propanoyl]-1,3-dioxo-2,3-dihydro-1H-indene-5-carbonyl}-2,3-dihydro-1H-indene-1,3-dione